dicarboxyl-phenylenediamine C(=O)(O)NC1=C(C=CC=C1)NC(=O)O